(R)-4-((2-(azetidin-1-yl)-1-phenylethyl)amino)-5-chloro-2-fluoro-N-(thiazol-2-yl)benzenesulfonamide 2,2,2-trifluoroacetate FC(C(=O)O)(F)F.N1(CCC1)C[C@@H](C1=CC=CC=C1)NC1=CC(=C(C=C1Cl)S(=O)(=O)NC=1SC=CN1)F